ClC1=C(C(=CC=C1)C)NC(=O)C1=CN=C(S1)NC1=NC(=NN2C1=CC=C2)Cl N-(2-chloro-6-methylphenyl)-2-((2-chloropyrrolo[2,1-f][1,2,4]triazin-4-yl)amino)thiazole-5-carboxamide